(2-Ethoxy-4-{6-[2-(7-fluoro-4-methoxy-2-methyl-indol-1-yl)-ethylamino]-pyrimidin-4-yl}-phenylamino)-acetic acid C(C)OC1=C(C=CC(=C1)C1=NC=NC(=C1)NCCN1C(=CC2=C(C=CC(=C12)F)OC)C)NCC(=O)O